[N+](=O)([O-])C1=CC=C(\C=C\2/CN(C\C(\C2=O)=C/C2=CC=C(C=C2)[N+](=O)[O-])C([C@H](CC2=CC=CC=C2)NC(CCCCCCNC(OC(C)(C)C)=O)=O)=O)C=C1 tert-butyl (7-(((S)-1-(3,5-bis((E)-4-nitrobenzylidene)-4-oxopiperidin-1-yl)-1-oxo-3-phenylpropan-2-yl)amino)-7-oxoheptyl)carbamate